CC(=CC)C1=C(C2=CC=CC=C2C=C1)C1=C(C=C(C(=C1)C)C)P(C1=CC=CC=C1)C1=CC=CC=C1 (2-(2-(but-2-en-2-yl)naphthalen-1-yl)-4,5-dimethylphenyl)diphenylphosphine